1-{2-[5-(3,3-difluoroazetidin-1-yl)-1H-1,2,3-triazol-1-yl]acetyl}-4-fluoro-N-{phenyl[5-(propan-2-yl)pyridin-2-yl]methyl}pyrrolidine-2-carboxamide FC1(CN(C1)C1=CN=NN1CC(=O)N1C(CC(C1)F)C(=O)NC(C1=NC=C(C=C1)C(C)C)C1=CC=CC=C1)F